ClC1=C(C)C(=CC=C1C(C)(C)C)Cl 2,6-dichloro-3-t-butyltoluene